monoisononyl hexahydrophthalate C(C1C(C(=O)[O-])CCCC1)(=O)OCCCCCCC(C)C